C(C)OC(=O)C=1C(=NC(=C(C1OCC1=CC=CC=C1)OCC1=CC=CC=C1)C)Cl 4,5-Dibenzyloxy-2-chloro-6-methyl-pyridine-3-carboxylic acid ethyl ester